CC(C(=O)C1=CC=CC=C1)C(=O)C1=CC=CC=C1 2-Methyl-1,3-diphenylpropane-1,3-dione